B([Se-])([O-])[O-] selenoborate